ClC1=C(N=C(C=2C(N3[C@@H](COC21)CN(CC3)C(=O)OC(C)(C)C)=O)N3CCN(CC3)C)C3=C(C=CC=C3O)F tert-Butyl (6aR)-4-chloro-3-(2-fluoro-6-hydroxyphenyl)-1-(4-methylpiperazin-1-yl)-12-oxo-6a,7,9,10-tetrahydro-6H-pyrazino[2,1-c]pyrido[3,4-f][1,4]oxazepine-8(12H)-carboxylate